C(#N)C=1C=CC(=C(C1)C1=C(C=CC=C1)F)OCOC 5'-cyano-2-fluoro-2'-(methoxymethoxy)-[1,1'-biphenyl]